S-(furan-2-ylmethyl) propanethioate C(CC)(SCC=1OC=CC1)=O